O1CCCC1 2,3,4,5-tetrahydrofuran